C(C)OC(C(CC(=O)OCC)C1=CC=CC=2C3=CC=CC=C3CC12)=O fluorenyl-succinic acid diethyl ester